N-(3,4-dimethylisoxazol-5-yl)-2,6-dihydroxy-5'-methyl-4-pentyl-1',2',3',4'-tetrahydro-[1,1'-biphenyl]-3-carboxamide CC1=NOC(=C1C)NC(=O)C=1C(=C(C(=CC1CCCCC)O)C1CCCC(=C1)C)O